5-[2-chloro-6-cyano-4-[1-methyl-1-[4-[(2-methylsulfanylpyrimidin-4-yl)methoxy]phenyl]ethyl]phenoxy]-4,4-difluoro-pentanoic acid ClC1=C(OCC(CCC(=O)O)(F)F)C(=CC(=C1)C(C)(C1=CC=C(C=C1)OCC1=NC(=NC=C1)SC)C)C#N